C(O)(O)=O.C(C(C)C)OC=1C(C(=O)O)=CC=CC1.C(C(C)C)OC=1C(C(=O)O)=CC=CC1 di-(iso-butyl salicylate) carbonate